CC1=CC(=NC=C1)CC 4-methyl-2-ethyl-pyridine